6-((((S)-1-cyclobutylethyl)amino)methyl)-2-(3-((1r,3S)-3-methoxy-1-(4-methyl-4H-1,2,4-triazol-3-yl)cyclobutyl)phenyl)-4-(trifluoromethyl)isoindolin-1-one C1(CCC1)[C@H](C)NCC1=CC(=C2CN(C(C2=C1)=O)C1=CC(=CC=C1)C1(CC(C1)OC)C1=NN=CN1C)C(F)(F)F